OC1CN(CCC1=O)C(=O)OC(C)(C)C tert-butyl 3-hydroxy-4-oxo-piperidine-1-carboxylate